propyl-1,2,3,4,4a,5,10,10a-octahydrobenzo[g]quinoline C(CC)N1CCCC2CC3=C(CC12)C=CC=C3